palladium gallium tin [Sn].[Ga].[Pd]